The molecule is a monocarboxylic acid anion that is the conjugate base of 3-(1H-indol-3-yl)propanoic acid. It has a role as a human metabolite. It is a conjugate base of a 3-(1H-indol-3-yl)propanoic acid. C1=CC=C2C(=C1)C(=CN2)CCC(=O)[O-]